3-azido-3-(4-bromo-2-methoxy-phenyl)oxetane N(=[N+]=[N-])C1(COC1)C1=C(C=C(C=C1)Br)OC